CN1N=CC=2C1=NC(=CC2N2CC1=C(CC2)N(N=C1C)CC12CCC(CC1)(CC2)N2C[C@@H](OCC2)C)C (S)-4-(4-((5-(1,6-dimethyl-1H-pyrazolo[3,4-b]pyridin-4-yl)-3-methyl-4,5,6,7-tetrahydro-1H-pyrazolo[4,3-c]pyridin-1-yl)methyl)bicyclo[2.2.2]oct-1-yl)-2-methylmorpholine